Hexadecyl-sulfonic acid sodium salt [Na+].C(CCCCCCCCCCCCCCC)S(=O)(=O)[O-]